4-(1-benzyl-7-methoxy-2-(trifluoromethyl)-1H-benzo[d]imidazol-6-yl)-3,5-dimethylisoxazole C(C1=CC=CC=C1)N1C(=NC2=C1C(=C(C=C2)C=2C(=NOC2C)C)OC)C(F)(F)F